C(CCC)C=1N(C2=C(C(=NC=3C=CC=CC23)N)N1)CC1=CC=C(C=C1)CNCCCCCCCCCC 2-butyl-1-(4-((decylamino)methyl)benzyl)-1H-imidazo[4,5-c]quinolin-4-amine